ClC=1C=NC=C(C1[C@@H](C)OC=1C=C2C(=NNC2=CC1OC)C1=C(C(=NC=C1)N1CC(C1)(C)N(C)C)C#N)Cl [5-[(1R)-1-(3,5-dichloro-4-pyridinyl)ethoxy]-6-methoxy-1H-indazol-3-yl]-2-[3-(dimethylamino)-3-methyl-azetidin-1-yl]pyridine-3-carbonitrile